{4-[(4-chloro-2-fluorobenzyl)oxy]-5-fluoropyrimidin-2-yl}-6-azaspiro[2.5]octane-1-carboxylic acid ClC1=CC(=C(COC2=NC(=NC=C2F)C2(CC23CCNCC3)C(=O)O)C=C1)F